C1(CC1)C(=O)N1CCN(CC1)C(=O)C=1C=NC2=CC=C(C=C2C1N1CCC(CC1)(C#N)CC)F 1-(3-(4-(Cyclopropanecarbonyl)piperazine-1-carbonyl)-6-fluoroquinolin-4-yl)-4-ethylpiperidine-4-carbonitrile